((R)-11,11-difluoro-8-(2-hydroxypropan-2-yl)-3-methyl-1,3,4,7,8,9,10,11-octahydro-2H-pyrido[4',3':3,4]pyrazolo[1,5-a]azepin-2-yl)methanone FC1(C=2N(CC(CC1)C(C)(C)O)N=C1C2CN([C@@H](C1)C)C=O)F